lithio 4-{[(1R)-1-[3-amino-5-(trifluoromethyl)phenyl]-ethyl]amino}-2-chloropyrrolo[2,1-f][1,2,4]triazine-6-carboxylate NC=1C=C(C=C(C1)C(F)(F)F)[C@@H](C)NC1=NC(=NN2C1=CC(=C2)C(=O)O[Li])Cl